C(#N)C=1C(=C(C(=C(C1C1=CC(=CC=C1)N1C2=CC=CC=C2C=2C=C(C=CC12)C#N)C1=NC=CC=C1)C1=CC(=CC=C1)N1C2=CC=CC=C2C=2C=C(C=CC12)C#N)C1=CC(=CC=C1)N1C2=CC=CC=C2C=2C=C(C=CC12)C#N)C=1C=C(C=CC1)N1C2=CC=CC=C2C=2C=C(C=CC12)C#N 9-{3-[3-cyano-3'-(3-cyano-9H-carbazol-9-yl)-4,6-bis[3-(3-cyano-9H-carbazol-9-yl)phenyl]-5-(pyridin-2-yl)-[1,1'-biphenyl]-2-yl]phenyl}-9H-carbazole-3-carbonitrile